propyl 2,4-diaminobenzoate NC1=C(C(=O)OCCC)C=CC(=C1)N